CN(C)CCN1CCCCC1 N-Di-methylaminoethylpiperidine